5'-methyl-4-pentyl-2'-(prop-1-en-2-yl)-3-(1H-pyrrol-2-yl)-1',2',3',4'-tetrahydro-[1,1'-biphenyl]-2,6-diol CC=1CCC(C(C1)C=1C(=C(C(=CC1O)CCCCC)C=1NC=CC1)O)C(=C)C